5-(1-((1H-tetrazol-5-yl)methyl)piperidin-4-yl)-2-(2,5-dimethylpyridin-4-yl)-3-isopropyl-1H-indole N1N=NN=C1CN1CCC(CC1)C=1C=C2C(=C(NC2=CC1)C1=CC(=NC=C1C)C)C(C)C